CC1=NC2=CC=CC=C2C(=N1)N[C@H](C)C1=CC=CC2=CC=CC=C12 2-methyl-N-[(1R)-1-(naphthalen-1-yl)ethyl]quinazolin-4-amine